N1C2=C(CCC[C@@H](C1)NC(OC(C)(C)C)=O)C=CC=C2 tert-butyl (S)-(1,2,3,4,5,6-hexahydrobenzo[b]azocin-3-yl)carbamate